N1=CC(=CC=C1)C1=NOC(=N1)C=1C=CC2=C(C(CC3(CCCC3)O2)=O)C1 6-[3-(pyridin-3-yl)-1,2,4-oxadiazol-5-yl]-3,4-dihydrospiro[1-benzopyran-2,1'-cyclopentane]-4-one